N1CC(C1)C1=CC=C(CN2CCC(CC2)(C(=O)OC)C)C=C1 methyl 1-(4-(azetidin-3-yl) benzyl)-4-methylpiperidine-4-carboxylate